O=C(CC(=O)OC(C)(C)C)C1=CC=NC=C1 tert-butyl 3-oxo-3-(pyridin-4-yl)propanoate